Tert-butyl 6-(3-(2-ethyl-2-methyl-4-(morpholinomethyl)piperidin-1-yl)-5-methyl-1H-pyrazol-1-yl)-2-azaspiro[3.3]heptane-2-carboxylate C(C)C1(N(CCC(C1)CN1CCOCC1)C1=NN(C(=C1)C)C1CC2(CN(C2)C(=O)OC(C)(C)C)C1)C